2-naphthalenedibenzoate C=1(C(=CC=C2C=CC=CC12)C1=CC=CC=C1C(=O)[O-])C1=CC=CC=C1C(=O)[O-]